3-((4-bromophenoxy)methyl)azetidine hydrochloride Cl.BrC1=CC=C(OCC2CNC2)C=C1